5-(6-Chloro-5-((1S,2S)-2-(1-hydroxyethyl)cyclopropyl)pyridazin-3-yl)pyrimidine-2,4(1H,3H)-dione ClC1=C(C=C(N=N1)C=1C(NC(NC1)=O)=O)[C@@H]1[C@H](C1)C(C)O